4-((10H-benzo[b]pyrido[2,3-e][1,4]oxazin-4-yl)oxy)aniline N1=CC=C(C2=C1NC1=C(O2)C=CC=C1)OC1=CC=C(N)C=C1